COC=1C2=C(N=C(N1)N[C@H]1CC[C@H](CC1)O)NC=C2C2=CC=1N(C=C2)N=CC1 cis-4-((4-Methoxy-5-(pyrazolo[1,5-a]pyridin-5-yl)-7H-pyrrolo[2,3-d]pyrimidin-2-yl)amino)cyclohexan-1-ol